C(C)OC(=O)N1C2COCC1CC(C2)N2CCC(CC2)N2N=CC(=C2)Cl 7-[4-(4-chloro-1H-pyrazol-1-yl)piperidin-1-yl]-3-oxa-9-azabicyclo[3.3.1]nonane-9-carboxylic acid ethyl ester